BrC1=C(C=C(C=C1)C(C)(C)O)C 2-(4-bromo-3-methyl-phenyl)propan-2-ol